perhydrobenzene C1CCCCC1